(1s,4s)-4-(8-((2,4-dichloro-6-fluorophenyl)amino)-2-((1,1-dioxidotetrahydro-2H-thiopyran-4-yl)amino)-9H-purin-9-yl)cyclohexane-1-carboxamide ClC1=C(C(=CC(=C1)Cl)F)NC=1N(C2=NC(=NC=C2N1)NC1CCS(CC1)(=O)=O)C1CCC(CC1)C(=O)N